N1C=NC2=C1C=CC(=C2)NC(C#N)C2=CC=C(C=C2)C=2N=C(SC2)C2CC2 (1H-benzimidazol-5-ylamino)[4-(2-cyclopropyl-1,3-thiazol-4-yl)phenyl]acetonitrile